C(C)(C)(C)OC(=O)C=1C(=NN2C1N=C(C=C2)N(CC)CC2=C(C(=CC=C2O)F)C#N)N 2-Amino-5-((2-cyano-3-fluoro-6-hydroxybenzyl)(ethyl)amino)pyrazolo[1,5-a]pyrimidine-3-carboxylic acid tert-butyl ester